(cyclobutylmethyl)({6-[(4-{imidazo[1,5-a]pyridin-8-yl}-1H-1,2,3-triazol-1-yl)methyl]-1H-indol-2-yl}methyl)amine C1(CCC1)CNCC=1NC2=CC(=CC=C2C1)CN1N=NC(=C1)C=1C=2N(C=CC1)C=NC2